BrC=1C(=NC(=NC1C)Cl)NCCCl 5-bromo-2-chloro-N-(2-chloroethyl)-6-methylpyrimidin-4-amine